3-(3,5-Dimethylphenyl)-N-methylcyclobutan-1-amine, Trifluoroacetate Salt FC(C(=O)O)(F)F.CC=1C=C(C=C(C1)C)C1CC(C1)NC